3-(5-(benzylthio)-1-oxoisoindolin-2-yl)piperidine-2,6-dione C(C1=CC=CC=C1)SC=1C=C2CN(C(C2=CC1)=O)C1C(NC(CC1)=O)=O